C(#N)C=1C=C(C=C(C1)F)NC(=O)N1CC(C(C12CCCCC2)O)(F)F N-(3-cyano-5-fluorophenyl)-3,3-difluoro-4-hydroxy-1-azaspiro[4.5]decane-1-carboxamide